BrC1=CC(=C(C=C1)NC=1C(=C(C=NC1)CC1=C(C(=NC=C1)NC(=O)NC)F)C)F 1-[4-({5-[(4-bromo-2-fluorophenyl)amino]-4-methylpyridin-3-yl}methyl)-3-fluoropyridin-2-yl]-3-methylurea